2-nitro-4-(2-propen-1-yloxy)phenyl-1H-pyrazol-5-amine [N+](=O)([O-])C1=C(C=CC(=C1)OCC=C)N1N=CC=C1N